C[C@H]1CN=C2[C@H](O1)CC=1C=C(C=CC12)C(F)(F)F (2S,4aS,9aR)-2-methyl-7-(trifluoromethyl)-2,3,9,9a-tetrahydroindeno[2,1-b][1,4]oxazin